2-chloro-5-((1-(2-(isoindolin-2-yl)-3,7-dimethyl-4-oxo-4H-pyrido[1,2-a]pyrimidin-9-yl)ethyl)amino)isonicotinic acid ClC=1C=C(C(=O)O)C(=CN1)NC(C)C1=CC(=CN2C1=NC(=C(C2=O)C)N2CC1=CC=CC=C1C2)C